tert-butyl 4-(6-(4-chlorophenyl)-4-((4-methoxybenzyl)amino)-1H-pyrazolo[3,4-d]pyrimidin-1-yl)piperidine-1-carboxylate ClC1=CC=C(C=C1)C1=NC(=C2C(=N1)N(N=C2)C2CCN(CC2)C(=O)OC(C)(C)C)NCC2=CC=C(C=C2)OC